FC(C1CC(C1)(O)C=1SC2=NC(=CC=C2N1)C1=CC=2C(N=C1)=NN(C2)C)F 3-(difluoromethyl)-1-(5-(2-methyl-2H-pyrazolo[3,4-b]pyridin-5-yl)[1,3]thiazolo[5,4-b]pyridin-2-yl)cyclobutanol